C(C)(C)(C)\C=C/C1=CC=CC=C1 Z-tert-butylstyrene